5-{2-amino-[1,2,4]triazolo[1,5-a]pyridin-7-yl}-N-[(3S)-3-(4-chlorophenyl)-3-hydroxypropyl]-2,6-dimethylpyridine-3-carboxamide NC1=NN2C(C=C(C=C2)C=2C=C(C(=NC2C)C)C(=O)NCC[C@H](O)C2=CC=C(C=C2)Cl)=N1